ClS1C[C@H](CN2C(N=C(C3=CC(=CC1=C23)C(F)(F)F)N2C[C@@H](N([C@@H](C2)C)C(=O)OC(C)(C)C)C)=O)OC tert-butyl (2S,6R)-4-((S)-l-1-chloro-3-methoxy-6-oxo-10-(trifluoromethyl)-3,4-dihydro-2H,6H-[1,4]thiazepino[2,3,4-ij]quinazolin-8-yl)-2,6-dimethylpiperazine-1-carboxylate